4-bromo-2-(1-(pyrrolidin-1-yl)-prop-2-yn-1-yl)phenol BrC1=CC(=C(C=C1)O)C(C#C)N1CCCC1